COC=1C=C(C=CC1NCC#CC=1N(C2=CC=CC(=C2C1)NC1CCC(CC1)N1CCC2(CCO2)CC1)CC(F)(F)F)S(=O)(=O)N 3-methoxy-4-{[3-(4-{[(1R,4R)-4-{1-oxa-7-azaspiro[3.5]nonan-7-yl}cyclohexyl]amino}-1-(2,2,2-trifluoroethyl)-1H-indol-2-yl)prop-2-yn-1-yl]amino}benzene-1-sulfonamide